[Ir]Cl.C(=O)(P(C1=CC=CC=C1)(C1=CC=CC=C1)C1=CC=CC=C1)P(C1=CC=CC=C1)(C1=CC=CC=C1)C1=CC=CC=C1 carbonyl-bis(triphenylphosphine) iridium (I) chloride